CN(C(=O)C1CN(C2CC=3C4=C(C2=C1)C=CC=C4NC3)C)C(C)C N,7-dimethyl-N-propan-2-yl-6,6a,8,9-tetrahydro-4H-indolo[4,3-fg]-quinoline-9-carboxamide